C(C)C1(NC(N(C(C1)=O)[C@@H]1CCOC2=CC=C(C=C12)C(=O)NC1C(OC2=C1C=CC=C2)(C(=O)OCC)C)=N)CC ethyl 3-((R)-4-(4,4-diethyl-2-imino-6-oxotetrahydropyrimidin-1(2H)-yl)chromane-6-carboxamido)-2-methyl-2,3-dihydrobenzofuran-2-carboxylate